C1(=CC=CC2=CC=CC=C12)C1=C2C=CC=CC2=C(C2=CC=CC=C12)C=1C=C2C=CC=3OC(=C(C3C2=CC1)C1=CC=CC=C1)C1=CC=CC=C1 7-(10-(naphthalen-1-yl)anthracen-9-yl)-1,2-diphenylnaphtho[2,1-b]furan